2-{[3-(4-fluorophenyl)-5-methyl-1,2-oxazol-4-yl]methoxy}-6-(pyrrolidine-1-carbonyl)-5,6,7,8-tetrahydro-1,6-naphthyridine FC1=CC=C(C=C1)C1=NOC(=C1COC1=NC=2CCN(CC2C=C1)C(=O)N1CCCC1)C